6-(3-Bromo-1-(3-chloropyridin-2-yl)-1H-pyrazol-5-carboxamido)-N-methylpyrazolo[1,5-a]pyridin-7-carboxamid BrC1=NN(C(=C1)C(=O)NC=1C=CC=2N(C1C(=O)NC)N=CC2)C2=NC=CC=C2Cl